F[C@@H]1CN(CC[C@@H]1OC1=C(C#N)C=C(C=C1)C=1C2=C(N=CN1)NC(=C2)C2=CC(=C(C=C2)N2CCN(CC2)C2COC2)OC)C(CO)=O 2-(((3R,4S)-3-fluoro-1-(2-hydroxyacetyl)piperidin-4-yl)oxy)-5-(6-(3-methoxy-4-(4-(oxetan-3-yl)piperazin-1-yl)phenyl)-7H-pyrrolo[2,3-d]pyrimidin-4-yl)benzonitrile